OC=1C=CC=C2C=CC(NC12)=O 8-Hydroxy-2(1H)-quinolinone